(±)-N-(3-chloro-4-(trifluoromethyl)phenyl)-6,7,8,9-tetrahydro-5H-6,9-epiminocyclohepta[d]-pyrimidine-10-carboxamide ClC=1C=C(C=CC1C(F)(F)F)NC(=O)N1C2CC3=C(N=CN=C3)C1CC2